(2S,4S)-4-[(4-chloropyrimidin-2-yl)amino]pyrrolidine-1,2-dicarboxylic acid O1-tert-butyl O2-methyl ester COC(=O)[C@H]1N(C[C@H](C1)NC1=NC=CC(=N1)Cl)C(=O)OC(C)(C)C